FC([C@](C)(O)C1=NC=C2N1[C@H](CN1C2=CC(=N1)C12OCC(CC1)(CC2)CO)C)(F)F (R)-1,1,1-trifluoro-2-((S)-9-(4-(hydroxymethyl)-2-oxabicyclo[2.2.2]octan-1-yl)-5-methyl-5,6-dihydroimidazo[1,5-a]pyrazolo[5,1-c]pyrazin-3-yl)propan-2-ol